S(=O)(=O)(O)C1=CC=C(C=C1)C(C=O)C para-sulfophenylpropionaldehyde